TRIS[2,4,6-trimethyl-3-(3-pyridyl)phenyl]borane CC1=C(C(=CC(=C1C=1C=NC=CC1)C)C)B(C1=C(C(=C(C=C1C)C)C=1C=NC=CC1)C)C1=C(C(=C(C=C1C)C)C=1C=NC=CC1)C